ethyl 3-amino-7,8-dihydro-6H-cyclopenta[g]quinoline-2-carboxylate NC=1C(=NC2=CC3=C(C=C2C1)CCC3)C(=O)OCC